ClC=1C=C(C(=NC1)OC(F)F)C1=NN=C(N1C)C1=CC=CC=2CCOC21 5-chloro-2-(difluoromethoxy)-3-(5-(2,3-dihydrobenzofuran-7-yl)-4-methyl-4H-1,2,4-triazol-3-yl)pyridine